4-Amino-8-bromo-7-fluoro-cinnoline-3-carboxylic acid NC1=C(N=NC2=C(C(=CC=C12)F)Br)C(=O)O